C(C)OC(CN1C(=C(C2=CC=CC=C12)/C=N/NC(=O)C=1OC2=C(C1)C(=CC(=C2)OC)OC)C)=O (E)-ethyl-2-(3-((2-(4,6-dimethoxybenzofuran-2-carbonyl) hydrazinylidene)methyl)-2-methyl-1H-indol-1-yl)acetate